C(\C=C\C(=O)[O-])(=O)[O-].C(C)[C@H]1[C@H](COC1=O)CC=1[N+](=CN(C1)C)COC(C1=C(C=CC=C1)C)=O.C(C)[C@H]1[C@H](COC1=O)CC=1[N+](=CN(C1)C)COC(C1=C(C=CC=C1)C)=O 4-(((3R,4S)-4-ethyl-5-oxotetrahydrofuran-3-yl)methyl)-1-methyl-3-(((2-methylbenzoyl)oxy)methyl)-1H-imidazole-3-ium fumarate salt